N1N=CC=2C1=NC=NC2N pyrazolo[3,4-d]pyrimidin-4-amine